6,7-dichloro-3-(1H-pyrazol-4-yl)-2-(5-(2,2,2-trifluoroethyl)-1H-1,2,4-triazol-3-yl)-1H-indole ClC1=CC=C2C(=C(NC2=C1Cl)C1=NNC(=N1)CC(F)(F)F)C=1C=NNC1